C(C)(C)N1N=C(C=C1)C=1C(=C2C(=NC(=NN2C1)C=1N(C=CN1)C)NC=1C=NC(=NC1)OC)C 6-(1-Isopropyl-1H-pyrazol-3-yl)-N-(2-methoxypyrimidin-5-yl)-5-methyl-2-(1-methyl-1H-imidazol-2-yl)pyrrolo[2,1-f][1,2,4]triazin-4-amine